(S,E)-N-(2-(dimethylamino)-3-(4-hydroxyphenyl)propyl)-3-(2-(trifluoromethyl)phenyl)acrylamide CN([C@H](CNC(\C=C\C1=C(C=CC=C1)C(F)(F)F)=O)CC1=CC=C(C=C1)O)C